N-[(3R)-5-nitro-3-(oxan-4-yl)-3,4-dihydro-2H-1,4-benzoxazin-7-ylsulfonyl]pyridine-3-carboxamide [N+](=O)([O-])C1=CC(=CC2=C1N[C@@H](CO2)C2CCOCC2)S(=O)(=O)NC(=O)C=2C=NC=CC2